C1(CC1)NC(=O)C1=C(N(C(C(=C1OC1=CC(=CC=C1)NS(=O)(=N)C)C)=O)C)NC1=C(C=C(C=C1)I)F N-cyclopropyl-2-[(2-fluoro-4-iodophenyl)amino]-4-(3-methanesulfonimidoylaminophenoxy)-1,5-dimethyl-6-oxopyridine-3-carboxamide